C1(CC1)CN1N=C(C=C1C(=O)OCC)C ethyl 1-(cyclopropylmethyl)-3-methyl-1H-pyrazole-5-carboxylate